S1SOC(O1)=O carbonic acid dithioester